ClC1=C(C#N)C=C(C=C1N[C@@H](C)C1CCNCC1)C=1OC(NN1)=O 2-Chloro-5-(5-oxo-4,5-dihydro-1,3,4-oxadiazol-2-yl)-3-{[(1S)-1-(piperidin-4-yl)ethyl]amino}benzonitrile